CC(CO)(C)N1N=NC2=C1C=CC(=C2)C2=NOC(=N2)C2=C(C=NC=C2)C(F)(F)F 2-methyl-2-(5-(5-(3-(trifluoromethyl)pyridin-4-yl)-1,2,4-oxadiazol-3-yl)-1H-benzo[d][1,2,3]triazol-1-yl)propan-1-ol